3,3'-(1,3-phenylene)bis[1-(4-t-butoxyphenyl)-1,3-propanedione] C1(=CC(=CC=C1)C(CC(=O)C1=CC=C(C=C1)OC(C)(C)C)=O)C(CC(=O)C1=CC=C(C=C1)OC(C)(C)C)=O